C(C)(C)(C)OC(=O)N1CC=2C=CC(=NC2CC1(CC)CC)P(=O)(OC(C)(C)C)OC(C)(C)C 2-(di-tert-butoxyphosphoryl)-7,7-diethyl-7,8-dihydro-1,6-naphthyridine-6(5H)-carboxylic acid tert-butyl ester